CN1CCC(=C(C1)C)C=1SC2=C(N1)C=C(C=C2)[C@@H]2N(C[C@H](CC2)C)C(C(=O)NC=2C=C1C(=NC2)C=NN1)=O 2-((2R,5S)-2-(2-(1,5-dimethyl-1,2,3,6-tetrahydropyridin-4-yl)benzo[d]thiazol-5-yl)-5-methylpiperidin-1-yl)-2-oxo-N-(1H-pyrazolo[4,3-b]pyridin-6-yl)acetamide